[Cl-].C1(=CC=CC=C1)C1=C(C(=CC=C1)C1=CC=CC=C1)[N+]1=CN(C2=C1C=CC=C2)C2=CC(=CC=C2)C2=NC(=CC=C2)C2=C(C=CC=C2)OC 3-([1,1':3',1''-terphenyl]-2'-yl)-1-(3-(6-(2-methoxyphenyl)pyridin-2-yl)phenyl)-1H-benzo[d]imidazol-3-ium chloride